CC1(NC(C2=CC=CC=C2C1)=O)C 3,3-dimethyl-2,4-dihydroisoquinolin-1-one